N-(5-((5-fluoro-2-oxoindol-3-ylidene)methyl)-4-methyl-1H-pyrrol-3-yl)pyrrolidine-2-carboxamide hydrochloride Cl.FC=1C=C2C(C(NC2=CC1)=O)=CC1=C(C(=CN1)NC(=O)C1NCCC1)C